C(=O)(OC(C)(C)C)N1C(C2=CC(=CC(=C2C1)NC1=CC=C(C=C1)OC1=CC=CC=C1)C1CCN(CC1)C(=O)OC(C)(C)C)=O N-Boc-6-(1-(tert-butoxycarbonyl)-piperidin-4-yl)-4-((4-phenoxyphenyl)amino)isoindolin-1-one